N,N-dimethylcetylamine CN(C)CCCCCCCCCCCCCCCC